C(C=C=C)(=O)O.FC=1C=C2N(CCN(C2=CC1)C(CCN1[C@@H](CCCC1)C)=O)C1=CC=CC=C1 (R)-1-(6-fluoro-4-phenyl-3,4-dihydroquinoxalin-1(2H)-yl)-3-(2-methylpiperidin-1-yl)propan-1-one butadieneAt